CC1=CC=C(C=C1)S(=O)(=O)N[C@H](C(=O)NC1=CC=C(C=C1)N1CCOCC1)CCC(=O)NC1=CC=C(C=C1)C(F)(F)F (S)-2-(4-Methylphenylsulfonamido)-N1-(4-morpholinophenyl)-N5-(4-(trifluoromethyl)phenyl)pentanediamide